[Na+].OC(CCCCCCCCCCC(=O)[O-])CCCCCC 12-hydroxy-octadecanoic acid sodium salt